C(CC)CN([O-])C.CC(C(=O)N)CCCCCCCCCC[Si]1([Si]([Si]([Si]([Si]1(C)C)(C)C)(C)C)(C)C)C decamethyl-cyclopentasilaneLauramide propyl-dimethyl-aminoxide